(R)-5-(4-chloro-2-fluorophenyl)-2,3-dimethyl-7-(2-methyl-2-(1-methyl-1H-pyrazol-4-yl)morpholino)pyrido[4,3-d]pyrimidin-4(3H)-one ClC1=CC(=C(C=C1)C1=NC(=CC=2N=C(N(C(C21)=O)C)C)N2C[C@](OCC2)(C=2C=NN(C2)C)C)F